3,5-diphenyl-phenylboronic acid C1(=CC=CC=C1)C=1C=C(C=C(C1)C1=CC=CC=C1)B(O)O